C(C)(C)(C)OC(=O)C=1N=C(SC1)C1=NOC(=N1)C(C)(C)O 2-(5-(2-hydroxypropan-2-yl)-1,2,4-oxadiazol-3-yl)thiazole-4-carboxylic acid tert-butyl ester